4-(5-Chloro-2-(4-chloro-1H-1,2,3-triazol-1-yl)phenyl)-5-methoxy-1-((1-phenyl-1H-1,2,3-triazol-4-yl)methyl)pyridin-2(1H)-one ClC=1C=CC(=C(C1)C1=CC(N(C=C1OC)CC=1N=NN(C1)C1=CC=CC=C1)=O)N1N=NC(=C1)Cl